CC1(C2=CC(=CC=C2C(C=2C3=C(OC21)C=C(C=C3)OC(NC3=CC(=CC=C3)OC)=O)=O)OC[C@H]([C@@H](CO)O)O)C (3-Methoxy-phenyl)-carbamic acid 6,6-dimethyl-11-oxo-8-((2R,3R)-2,3,4-trihydroxy-butoxy)-6,11-dihydro-benzo[b]naphtho[2,3-d]furan-3-yl ester